NC1=C(C(=CC=C1)C)N 1,2-diamino-3-methyl-benzene